sodium iron sodium salt [Na].[Fe].[Na]